FC(C(=O)O)(F)F.NC=1C=2N(C=C(N1)C(=O)NC1CN(CCC1)CCOC)C(=CN2)C2=C(C=CC(=C2)S(=O)(=O)C)C 8-Amino-N-(1-(2-methoxyethyl)piperidin-3-yl)-3-(2-methyl-5-(methylsulfonyl)phenyl)imidazo[1,2-a]pyrazine-6-carboxamide Trifluoroacetate Salt